1-(5-fluoropyrimidin-2-yl)-3-oxo-piperidine-4-carboxylic acid ethyl ester C(C)OC(=O)C1C(CN(CC1)C1=NC=C(C=N1)F)=O